17-[5-[(3R)-3-aminopiperidine-1-carbonyl]-7-methoxy-1-methyl-benzimidazol-2-yl]-11-(trifluoromethyl)-1,10,19-triazatricyclo[10.5.2.015,18]nonadeca-12(19),13,15(18),16-tetraen-9-one N[C@H]1CN(CCC1)C(=O)C1=CC2=C(N(C(=N2)C2=CC=3C=CC=4C(NC(CCCCCCCN2C3N4)=O)C(F)(F)F)C)C(=C1)OC